2-(5-{(1S)-1-[3,5-bis(trifluoromethyl)benzamido]ethyl}-3-methyl-1H-1,2,4-triazol-1-yl)-1,3-thiazole-5-carboxylic acid FC(C=1C=C(C(=O)N[C@@H](C)C2=NC(=NN2C=2SC(=CN2)C(=O)O)C)C=C(C1)C(F)(F)F)(F)F